[3-acetyl-9-(2,6-dimethyl-4-prop-1-ynyl-phenyl)-10-oxo-3-azaspiro[5.5]undeca-4,8-dien-8-yl] acetate C(C)(=O)OC=1CC2(C=CN(CC2)C(C)=O)CC(C1C1=C(C=C(C=C1C)C#CC)C)=O